ClC=1C=C2C(=C3C1NC(NC31CCCCC1)=O)OC(=N2)C(=O)N2CCN(CC2)C 5-chloro-2-(4-methylpiperazine-1-carbonyl)-7,8-dihydro-6H-spiro[[1,3]oxazolo[5,4-f]quinazoline-9,1'-cyclohexane]-7-one